3-Amino-8-(6-methoxy-4-methyl-3-oxo-3,4-dihydro-2H-benzo[b][1,4]Oxazin-7-yl)-N-propylimidazo[1,2-a]pyridine-2-carboxamide NC1=C(N=C2N1C=CC=C2C=2C(=CC1=C(OCC(N1C)=O)C2)OC)C(=O)NCCC